(R)-2-amino-3-mercaptopropanoic acid hydrochloride Cl.N[C@H](C(=O)O)CS